(3R)-3-({2-[6-(trifluoromethyl)pyridin-2-yl][1,2,4]triazolo[1,5-c]quinazolin-5-yl}amino)azepin-2-one FC(C1=CC=CC(=N1)C1=NN2C(=NC=3C=CC=CC3C2=N1)NC=1C(N=CC=CC1)=O)(F)F